(2S)-2-fluoro-2-[[(2S,5R)-3-methyl-7-oxo-2-(3-sulfamoylpropylcarbamoyl)-1,6-diazabicyclo[3.2.1]oct-3-en-6-yl]oxy]acetic acid ethyl ester C(C)OC([C@@H](ON1[C@@H]2C=C([C@H](N(C1=O)C2)C(NCCCS(N)(=O)=O)=O)C)F)=O